FC(C(=O)O)(F)F.ClC1=CC(=C(COC2=NC=CC=C2C2CCN(CC2)CC2=NC3=C(N2CC2=CN=CN2CC)C=C(C=C3)C(=O)O)C=C1)F 2-[(4-{2-[(4-chloro-2-fluorobenzyl)oxy]pyridin-3-yl}piperidin-1-yl)methyl]-1-[(1-ethyl-1H-imidazol-5-yl)methyl]-1H-benzimidazole-6-carboxylic acid, trifluoroacetate salt